1-methyl-diazabicyclo[3.2.1]octane-8-carboxylate CC12NNCC(CC1)C2C(=O)[O-]